(2S)-10-((5-chloro-2-(3-methyl-3,6-diazabicyclo[3.1.1]heptan-6-yl)pyrimidin-4-yl)amino)-2-cyclopropyl-3,3-difluoro-7-methyl-1,2,3,4-tetrahydro-[1,4]oxazepino[2,3-c]quinolin-6(7H)-one ClC=1C(=NC(=NC1)N1C2CN(CC1C2)C)NC2=CC=1C3=C(C(N(C1C=C2)C)=O)OCC([C@@H](N3)C3CC3)(F)F